3-chloro-4-[(2RS,4RS,2RS,4RS)-4-methyl-2-(1H-1,2,4-triazol-1-ylmethyl)-1,3-dioxolan-2-yl]phenyl 4-chlorophenyl ether ClC1=CC=C(C=C1)OC1=CC(=C(C=C1)[C@]1(OC[C@H](O1)C)CN1N=CN=C1)Cl |r|